5-{2-amino-[1,2,4]triazolo[1,5-a]pyridin-7-yl}-N-{[3,5-difluoro-2-(propan-2-yloxy)phenyl]methyl}-2-methoxypyridine-3-carboxamide NC1=NN2C(C=C(C=C2)C=2C=C(C(=NC2)OC)C(=O)NCC2=C(C(=CC(=C2)F)F)OC(C)C)=N1